(R)-3-((benzyloxy)methyl)pyrrolidine-1,3-dicarboxylic acid 1-tert-butyl ester 3-methyl ester COC(=O)[C@]1(CN(CC1)C(=O)OC(C)(C)C)COCC1=CC=CC=C1